[N+](=O)([O-])CC1(OCCC2=CC(=C(C=C12)OC)OC)CC(C)C 1-nitromethyl-6,7-dimethoxy-1-isobutylisochroman